C(#N)C=1C=CC(=C(C1)[Li])F 5-cyano-2-fluorophenyl-lithium